5-ethynyl-6-fluoronaphthalen-2-yl diisopropyl phosphate P(=O)(OC1=CC2=CC=C(C(=C2C=C1)C#C)F)(OC(C)C)OC(C)C